phenyl-phenylenediamine C1(=CC=CC=C1)NC1=C(C=CC=C1)N